Cl.ClC=1C(=NC=C(N1)C)C(C)N 1-(3-Chloro-5-methyl-pyrazin-2-yl)ethylamine hydrochloride